2-(2-ethylphenyl)azepan-HCl Cl.C(C)C1=C(C=CC=C1)C1NCCCCC1